(+/-)-isopropyl (1S,3S)-3-((3-cyano-5-(5-(((cyclopentyl(methyl)carbamoyl) oxy)methyl)-1-methyl-1H-pyrazol-4-yl)pyrazin-2-yl)oxy)cyclohexane-1-carboxylate C(#N)C=1C(=NC=C(N1)C=1C=NN(C1COC(N(C)C1CCCC1)=O)C)O[C@@H]1C[C@H](CCC1)C(=O)OC(C)C |r|